C(C1=CC=CC=C1)OC(\C=C\C(=O)O)=O fumaric acid monobenzyl ester